C1(CC1)NS(=O)(=O)C=1C=C(C=CC1)NC(C1=C(N=C(C=C1)NC(CO)(CO)C)N1CCC2(CC2)CC1)=O N-(3-(N-cyclopropylsulfamoyl)phenyl)-6-((1,3-dihydroxy-2-methylpropan-2-yl)amino)-2-(6-azaspiro[2.5]octan-6-yl)nicotinamide